3-ethyl-3-[(2-ethylhexyloxy)methyl]butylene oxide C(C)C1(CCOC1)COCC(CCCC)CC